N(=NC(C(=O)NC(CO)(CO)CO)(C)C)C(C(=O)NC(CO)(CO)CO)(C)C 2,2'-azobis-(2-methyl-N-(1,1-bis(hydroxymethyl)-2-hydroxyethyl)propionamide)